4-[3-(1,2,3,4-tetrahydro-1,5-naphthyridin-1-yl)-1H-pyrazolo[3,4-b]Pyrazin-6-yl]-1',3'-dihydrospiro[cyclohexane-1,2'-indene] N1(CCCC2=NC=CC=C12)C1=NNC2=NC(=CN=C21)C2CCC1(CC3=CC=CC=C3C1)CC2